hexafluorobutyl-ammonium FC(C(F)(F)[NH3+])CC(F)(F)F